C(C)(=O)O[Sn](CCCCCCCC)(CCCCCCCC)OC(C)=O bis(acetoxy)dioctyltin